BrC1=C(CN(C2=NC=3N(C=C2)N=CC3C(=O)OCC)CC)C(=CC=C1F)O Ethyl 5-((2-Bromo-3-fluoro-6-hydroxybenzyl)(ethyl)amino)pyrazolo[1,5-a]pyrimidine-3-carboxylate